N1CC(C1)N(C1=CC(=C(C=C1)NC(=O)C=1C(=CC=2N(C1)C=C(N2)C)OC)F)C N-(4-(azetidin-3-yl(methyl)amino)-2-fluorophenyl)-7-methoxy-2-methylimidazo[1,2-a]pyridine-6-carboxamide